C(CCC)OC(C(C)S)=O Mercaptopropionic acid butyl ester